CS[C@@H](C[C@@H](C)O)C (2R,4R)-4-(methylthio)pentan-2-ol